2,2-dimethoxy-N-methylethanamine COC(CNC)OC